N-((2,6-dichlorophenyl)sulfonyl)-4-(5-(trifluoromethyl)-1,2,4-oxadiazol-3-yl)benzamide ClC1=C(C(=CC=C1)Cl)S(=O)(=O)NC(C1=CC=C(C=C1)C1=NOC(=N1)C(F)(F)F)=O